FC1=C(CN2[C@@H](CCC2=O)CC(=O)N[C@@H](C(C)C)C(=O)OCC2=CC=C(C=C2)Cl)C=CC=C1F 4-Chlorobenzyl (2-((S)-1-(2,3-difluorobenzyl)-5-oxopyrrolidin-2-yl)acetyl)-L-valinate